ethyl 5-[(tert-butyldimethylsilyl)sulfamoyl]furan-3-carboxylate [Si](C)(C)(C(C)(C)C)NS(=O)(=O)C1=CC(=CO1)C(=O)OCC